C(C)(C)(C)OC(=O)N1CCC2(CN(C2)CC=2C=CC=C3CCCN(C23)C(C)=O)CC1 2-((1-acetyl-1,2,3,4-tetrahydroquinolin-8-yl)methyl)-2,7-diazaspiro[3.5]Nonane-7-carboxylic acid tert-butyl ester